3-chloro-5-(5,5-difluoro-4-hydroxy-3-(trifluoromethyl)-5,6-dihydropyrrolo[b]pyrrol-1(4H)-yl)benzonitrile ClC=1C=C(C#N)C=C(C1)N1C=C(C2=C1NC(C2O)(F)F)C(F)(F)F